6-[[2-(trifluoromethyl)pyrimidin-5-yl]methyl]-2-azaspiro[3.3]heptane FC(C1=NC=C(C=N1)CC1CC2(CNC2)C1)(F)F